1-p-sulphophenylazo-2-naphthol S(=O)(=O)(O)C1=CC=C(C=C1)N=NC1=C(C=CC2=CC=CC=C12)O